5-(8-(benzo[d][1,3]dioxol-5-ylmethoxy)quinolin-4-yl)picolinonitrile O1COC2=C1C=CC(=C2)COC=2C=CC=C1C(=CC=NC21)C=2C=CC(=NC2)C#N